C(C=C)(=O)OC(C)COC(C)COC(C)COC(C=C)=O tripropylene Glycol Diacrylate